C1(=CC=CC=C1)S(=O)(=O)C1=CC=C(C=C1)NC(NCC=1C=NC(=CC1)OCCOC)=O 3-[4-(benzenesulfonyl)phenyl]-1-{[6-(2-methoxyethoxy)pyridin-3-yl]methyl}urea